2-[(2S)-2,6-bis({[(tert-butoxy)carbonyl]amino})hexanamido]acetic acid C(C)(C)(C)OC(=O)N[C@H](C(=O)NCC(=O)O)CCCCNC(=O)OC(C)(C)C